C1(=CC=CC=C1)C1=NNC(=C1C(C)C)O 3-phenyl-4-(propan-2-yl)-1H-pyrazol-5-ol